ClC1=CC(=CC=2C=C(OC21)CN)C2=CC=C(C=C2)S(=O)(=O)N2CC(C2)F (7-chloro-5-(4-(3-fluoroazetidin-1-ylsulfonyl)phenyl)benzofuran-2-yl)methylamine